[(5S)-2-oxo-1,3-oxazolidin-5-yl]methyl 4-methylbenzene-1-sulfonate CC1=CC=C(C=C1)S(=O)(=O)OC[C@@H]1CNC(O1)=O